(1R,3R,5R)-N-((R)-(4-chloro-2,5-difluorophenyl)(3-oxetanyl)methyl)-2-((2-methyl-4-pyridinyl)carbonyl)-2-azabicyclo[3.1.0]hexane-3-carboxamide ClC1=CC(=C(C=C1F)[C@H](NC(=O)[C@@H]1N([C@@H]2C[C@@H]2C1)C(=O)C1=CC(=NC=C1)C)C1COC1)F